tert-butyl N-[1-(cyclopropylmethyl)-2-[methoxy(methyl)amino]-2-oxo-ethyl]carbamate C1(CC1)CC(C(=O)N(C)OC)NC(OC(C)(C)C)=O